N(=[N+]=[N-])CCCCNC(CCC(CCC(=O)NCCCCN=[N+]=[N-])(CCC(=O)NCCCCN=[N+]=[N-])NC(CCCCCCCCCCC(=O)OC1=C(C(=C(C(=C1F)F)F)F)F)=O)=O perfluorophenyl 12-((1,7-bis((4-azidobutyl)amino)-4-(3-((4-azidobutyl)amino)-3-oxopropyl)-1,7-dioxoheptan-4-yl)amino)-12-oxododecanoate